methyl 2-bromo-2-ethoxyacetate BrC(C(=O)OC)OCC